3-(5-(1-cyclopropyl-2-methyl-1H-imidazo[4,5-b]pyridin-6-yl)pyrrolo[2,1-f][1,2,4]triazin-4-yloxy)cyclobutane-1-carbonitrile C1(CC1)N1C(=NC2=NC=C(C=C21)C=2C=CN1N=CN=C(C12)OC1CC(C1)C#N)C